sodium tridecyl benzenesulphonate C1(=CC=CC=C1)S(=O)(=O)OCCCCCCCCCCCCC.[Na]